rac-methyl (3,4-dihydro-2H-thiopyrano[3,2-b]pyridin-4-yl)acetate S1CC[C@H](C2=NC=CC=C21)CC(=O)OC |r|